2-(5-(2-acetamidopyrimidin-5-yl)-3-acetyl-1H-indazol-1-yl)acetate C(C)(=O)NC1=NC=C(C=N1)C=1C=C2C(=NN(C2=CC1)CC(=O)[O-])C(C)=O